N-(3-(1,1-difluoroethyl)phenyl)-2-(6-(difluoromethoxy)-[1,1'-biphenyl]-3-yl)-4-methyloxazole-5-carboxamide FC(C)(F)C=1C=C(C=CC1)NC(=O)C1=C(N=C(O1)C=1C=C(C(=CC1)OC(F)F)C1=CC=CC=C1)C